4-(2,4-difluorophenyl)-2-(2-(1-(2-methoxyethyl)-1H-pyrazol-4-yl)tetrahydro-2H-pyran-4-yl)-6,7-dimethylpteridine FC1=C(C=CC(=C1)F)C1=NC(=NC2=NC(=C(N=C12)C)C)C1CC(OCC1)C=1C=NN(C1)CCOC